C1=C(C=CC2=CC=CC=C12)C1=NC(=NC(=N1)C1=CC=CC=C1)C1=CC=C(C=N1)C1=CC=C2C=3C=CC(=CC3C3(C2=C1)CCCCC3)C#N 7'-(6-(4-(naphthalen-2-yl)-6-phenyl-1,3,5-triazin-2-yl)pyridin-3-yl)spiro[cyclohexane-1,9'-fluorene]-2'-carbonitrile